C(C)(CC)OC(C1=CC=CC=C1)=O benzoic acid sec.-butyl ester